2-(3,4-dichlorophenyl)-6-[[3-(difluoromethyl)pyrazol-1-yl]methyl]-1-ethyl-4-oxo-pyridine-3-carboxylic acid ClC=1C=C(C=CC1Cl)C=1N(C(=CC(C1C(=O)O)=O)CN1N=C(C=C1)C(F)F)CC